6-((5-nitro-1-p-toluenesulfonyl-1H-pyrrolo[2,3-b]pyridine-4-yl)amino)-6-azaspiro[2.5]octane-1-carbonitrile [N+](=O)([O-])C=1C(=C2C(=NC1)N(C=C2)S(=O)(=O)C2=CC=C(C)C=C2)NN2CCC1(CC1C#N)CC2